ClC1=NC(=NN2C1=C(C(=C2)C2=C(C=CC=C2OC)F)C2=CC=CC=C2)C=2N(C=CN2)C chloro-6-(2-fluoro-6-methoxyphenyl)-2-(1-methyl-1H-imidazol-2-yl)-5-phenylpyrrolo[2,1-f][1,2,4]triazine